S1C=2C(C=C1)=CC=1SC=CC1C2 benzo[1,2-B:4,5-B']dithiophene